ClC=1N=C2C(=NC1NS(=O)(=O)C1=CC=C(C=C1)CF)N(C(=N2)C2=NC(=CC=C2)OCC)C2=C(C=CC=C2OC)OC N-(5-Chloro-1-(2,6-dimethoxyphenyl)-2-(6-ethoxypyridin-2-yl)-1H-imidazo[4,5-b]pyrazin-6-yl)-4-(fluoromethyl)benzenesulfonamide